C(CCC)C=1NC=C(N1)C(F)(F)F 2-butyl-4-(trifluoromethyl)-1H-imidazole